O[C@@H]1C[C@@H](C[C@@H]1N(S(=O)(=O)C1=C(C=CC=C1)[N+](=O)[O-])C)NC(OCC1=CC=CC=C1)=O benzyl {(1R,3R,4S)-3-hydroxy-4-[methyl(2-nitrobenzene-1-sulfonyl)amino]cyclopentyl}carbamate